C(C1=CC=CC=C1)OC1=CC=C(C=C1)N1C(=CC=C1)\C=C/1\C(NC(S1)=O)=O (Z)-5-((1-(4-(benzyloxy)phenyl)-1H-pyrrol-2-yl)methylene)thiazolidine-2,4-dione